FC(C)(F)C1=NC(=CC(=N1)N1CC2(C=3C=NC(=CC31)NC(C)=O)CC2)NC(C)C(C)OC N-(1'-(2-(1,1-difluoroethyl)-6-((3-methoxybutan-2-yl)amino)pyrimidin-4-yl)-1',2'-dihydrospiro[cyclopropane-1,3'-pyrrolo[3,2-c]pyridin]-6'-yl)acetamide